1-[4-(cyanomethyl)-1-(2,2-difluoropropanoyl)-4-piperidyl]-3-(cyclopropanecarbonylamino)pyrazole-4-carboxamide C(#N)CC1(CCN(CC1)C(C(C)(F)F)=O)N1N=C(C(=C1)C(=O)N)NC(=O)C1CC1